(1S,4s)-4-(8-(3-chloro-2,6-difluorophenylamino)-2-((1R,3R)-3-hydroxycyclopentylamino)-9H-purin-9-yl)cyclohexanecarboxamide ClC=1C(=C(C(=CC1)F)NC=1N(C2=NC(=NC=C2N1)N[C@H]1C[C@@H](CC1)O)C1CCC(CC1)C(=O)N)F